O1CCN(CC1)CC(=O)NC(C(=O)[NH-])=CC 2-(2-morpholinoacetamido)but-2-enoylamide